1-METHYL-3-PHENYLPROPYLISOCYANIDE CC(CCC1=CC=CC=C1)[N+]#[C-]